C1=CC=CC=2C3=CC=CC=C3C(C12)(COC1=C(C2=CC=CC=C2C=C1)C1=C(C=CC2=CC=CC=C12)OCCO)COC1=C(C2=CC=CC=C2C=C1)C1=C(C=CC2=CC=CC=C12)OCCO 2,2'-[9H-fluorene-9,9-diylbis(methyleneoxy[1,1'-binaphthyl]-2',2-diyloxy)]bis(ethan-1-ol)